N-(4-(((1R,5S)-3-oxa-7-azabicyclo[3.3.1]nonan-7-yl)methyl)phenyl)-4-chlorobenzamide [C@H]12COC[C@H](CN(C1)CC1=CC=C(C=C1)NC(C1=CC=C(C=C1)Cl)=O)C2